C(C)N1C=[N+](C2=C1C(C1=CC=CC=C1C2=NO)=O)C (E)- or (Z)-1-ethyl-4-(hydroxyimino)-3-methyl-9-oxo-4,9-dihydro-1H-naphtho[2,3-d]imidazole-3-ium